C(C)(C)C1=CC=C(NC2=CC=CC(=N2)S(=O)(=O)NC(=O)C=2C(=NC=CC2)N2C(CC(C2)C)(C)C)C=C1 N-[[6-(4-Isopropylanilino)-2-pyridyl]sulfonyl]-2-(2,2,4-trimethylpyrrolidin-1-yl)pyridin-3-carboxamid